N[C@H](C(=O)O)CC1CCC1 (S)-2-amino-3-cyclobutylpropionic acid